C(C)N(S(=O)(=O)C1=CC=2C(=NC(N2)=O)C=C1)C1=CC=C(C=C1)F N-ethyl-N-(4-fluorophenyl)-2-oxo-benzimidazole-5-sulfonamide